5-amino-1-chloro-6-(2-chloro-5-fluorophenyl)-3-(2,2-difluoroethyl)-7,8-dihydro-6H-pyrrolo[3,4-e]indazol-8-one NC=1C2=C(C=3C(=NN(C3C1)CC(F)F)Cl)C(NC2C2=C(C=CC(=C2)F)Cl)=O